OC1=CC=C(C=C1)C1=CC=C(C=C1)C(=O)O 4-hydroxy-4'-biphenylcarboxylic acid